(3R)-3-methyl-4-(6-phenyl-2-[1H-pyrrolo[2,3-b]pyridin-4-yl]pyrimidin-4-yl)morpholine C[C@H]1N(CCOC1)C1=NC(=NC(=C1)C1=CC=CC=C1)C1=C2C(=NC=C1)NC=C2